COC(C1=CC(=NC=C1)C1=CC=C(C=C1)OC1=CC=CC=C1)=O 2-(4-Phenoxyphenyl)isonicotinic acid methyl ester